6-(cyclopropylmethoxy)pyridin-3-amine C1(CC1)COC1=CC=C(C=N1)N